4-(3,3-Dimethyl-but-1-yl)-4-hydroxy-2,6,6-trimethylcyclohex-2-enone CC(CCC1(C=C(C(C(C1)(C)C)=O)C)O)(C)C